N-(3-Chloro-2-fluoro-phenyl)-6-[(3S)-pyrrolidin-3-yl]oxy-pyrido[3,4-d]pyrimidin-4-amine ClC=1C(=C(C=CC1)NC=1C2=C(N=CN1)C=NC(=C2)O[C@@H]2CNCC2)F